C([C@H](O)C)(=O)O |o1:1| R or S-lactic acid